C(C1=CC=CC=C1)N1CC(CCC1)C1=CC=NC=2N1N=CC2C2=CC=C(C=C2)OCC 7-(1-Benzylpiperidin-3-yl)-3-(4-ethoxyphenyl)pyrazolo[1,5-a]pyrimidine